3-(4-(furan-2-yl)phenyl)hex-4-ynoic acid O1C(=CC=C1)C1=CC=C(C=C1)C(CC(=O)O)C#CC